3-fluoro-5-(pyridin-3-ylamino)benzonitrile FC=1C=C(C#N)C=C(C1)NC=1C=NC=CC1